6-(2-(4''-chloro-[1,1':4',1''-terphenyl]-3-yl)-2-hydroxyacetyl)-2-(1-phenylcyclopropyl)-5,6,7,8-tetrahydropyrido[4,3-d]pyrimidin-4(3H)-one ClC1=CC=C(C=C1)C1=CC=C(C=C1)C1=CC(=CC=C1)C(C(=O)N1CC2=C(N=C(NC2=O)C2(CC2)C2=CC=CC=C2)CC1)O